P(O)(O)N.C(C)OC(C(OCC)(OCC)O)O triethoxyethylene glycol phosphoramidite